[Cl-].C(C(=C)C)(=O)OCC[N+](C)(C)C ([2-(methacryloxy)]ethyl)trimethylammonium chloride